2-(2,5-dichlorophenyl)-N-[1-(4-fluorophenyl)-5-oxopyrrolidin-3-yl]acetamide ClC1=C(C=C(C=C1)Cl)CC(=O)NC1CN(C(C1)=O)C1=CC=C(C=C1)F